C(C1=CC=CC=C1)OC=1C=C(C=CC1)C1=NN(C2=CC(=C(C=C12)[N+](=O)[O-])N)C (3-(benzyloxy)phenyl)-1-methyl-5-nitro-1H-indazol-6-amine